NC1=C2N=CN(C2=NC=N1)C[C@@H](C)OCP1(OCC(CO1)CC(=O)OC(C)C)=O (R)-isopropyl 2-(2-(((1-(6-amino-9H-purin-9-yl)propan-2-yl)oxy)methyl)-2-oxo-1,3,2-dioxaphosphinan-5-yl)acetate